C(CCC)C(COC1=NC(=NC(=N1)OCC(CCCCCC)CCCC)NCCCCCCNC(COC1=CC=C(C=C1)C(C1=C(C=C(C=C1)OC)OC)NC(OCC1C2=CC=CC=C2C=2C=CC=CC12)=O)=O)CCCCCC (9H-fluoren-9-yl)methyl ((4-(2-((6-((4,6-bis((2-butyloctyl)oxy)-1,3,5-triazin-2-yl)amino)hexyl)amino)-2-oxoethoxy)phenyl)(2,4-dimethoxyphenyl)methyl)carbamate